1-(5-(fluoromethylene)octahydrocyclopenta[c]pyrrole-2-carbonyl)cyclopropane 1-Methyl-formate CC(=O)O.FC=C1CC2C(CN(C2)C(=O)C2CC2)C1